[N+](=O)([O-])C1=C(C=CC=C1)C1=C(N=C(O1)C1=CC=C(C=C1)C(F)(F)F)C(=O)NCC1=CC=NC=C1 5-(2-nitrophenyl)-N-(pyridin-4-ylmethyl)-2-(4-(trifluoromethyl)phenyl)Oxazole-4-carboxamide